(1S,2R)-2-((5-chloro-2-((2-(difluoromethoxy)-4-(4-methylpiperazin-1-yl)phenyl)amino)pyrimidin-4-yl)amino)cyclopentane-1-carboxamide ClC=1C(=NC(=NC1)NC1=C(C=C(C=C1)N1CCN(CC1)C)OC(F)F)N[C@H]1[C@H](CCC1)C(=O)N